ClC1=CC=C(C=C1)C=1C(=NC(=NC1)N)CC 5-(4-chlorophenyl)-4-ethylpyrimidin-2-amine